4-(isopropyl)cyclohexanemethanol C(C)(C)C1CCC(CC1)CO